FC=1C(=NC=CC1O)N1[C@H]([C@H](CC1)NS(=O)(=O)C)CO[C@@H]1CC[C@@H](CC1)C1=CC(=CC=C1)F N-((2R,3S)-1-(3-fluoro-4-hydroxypyridin-2-yl)-2-((((CIS)-4-(3-fluorophenyl)cyclohexyl)oxy)methyl)pyrrolidin-3-yl)methanesulfonamide